(12S)-11-[2-[tert-butyl(dimethyl)silyl]oxyethyl]-4-fluoro-12-methyl-1,6,11-triazatricyclo[7.4.0.02,7]trideca-2(7),3,5,8-tetraen-10-one [Si](C)(C)(C(C)(C)C)OCCN1C(C2=CC=3N=CC(=CC3N2C[C@@H]1C)F)=O